COC=1C=C(C=C(C1OC)OC)N1C=NC(=C1)NC1=NC2=CC=CC=C2C=C1 N-(1-(3,4,5-trimethoxyphenyl)-1H-imidazol-4-yl)quinolin-2-amine